3-ethyl-benzthiazoline-6-sulfonic acid C(C)N1CSC2=C1C=CC(=C2)S(=O)(=O)O